C\C(=C/CCC=O)\CCC=C(C)C (E)-5,9-dimethyldeca-4,8-dienal